FC=1C=C(C=C(C1)F)C1=NO[C@](C1)(C(=O)O)[C@H](C)O (5S)-3-(3,5-difluorophenyl)-5-[(1S)-1-hydroxyethyl]-4,5-dihydro-1,2-oxazole-5-carboxylic acid